ClC=1C=C(C=CC1)S(=O)(=O)N([C@@H](CO)C)C[C@H]([C@H](CN(C)S(=O)(=O)C1=CC=C(C=C1)Cl)OC)C 3-chloro-N-[(2R,3R)-4-[(4-chlorophenyl)sulfonyl-methylamino]-3-methoxy-2-methylbutyl]-N-[(2R)-1-hydroxypropan-2-yl]benzenesulfonamide